OC(=O)C(F)(F)F.F[C@@H]1C[C@H](NC1)C(=O)OC (2S,4R)-Methyl 4-fluoropyrrolidine-2-carboxylate TFA salt